The molecule is a labdane diterpenoid that is the 1,9-dideoxy derivative of forskolin. It has a role as a plant metabolite. It is a labdane diterpenoid, an acetate ester and an organic heterotricyclic compound. It derives from a forskolin. CC(=O)O[C@H]1[C@H]([C@@H]2[C@](CCCC2(C)C)([C@@H]3[C@@]1(O[C@@](CC3=O)(C)C=C)C)C)O